FC(=C)C=C 2-fluoro-1,3-butadiene